COC=1C=C(C=C(C1)OC)C#CC1=CNC=C1N1C[C@H](CCC1)NC(C=C)=O (S)-3-(3,5-dimethoxyphenylethynyl)-4-(3-acrylamidopiperidin-1-yl)-1H-pyrrole